5-amino-4-methyl-2-(2,2,2-trifluoro-1-trifluoromethylethoxy)pyridine NC=1C(=CC(=NC1)OC(C(F)(F)F)C(F)(F)F)C